C(C)(C)(C)OC(=O)N1CC=2C(=NN3C2C(N(C[C@H]3C)C(C)C=3C=NC(=CC3)C(=C)C)=O)C[C@H]1C (3R,7R)-3,7-dimethyl-10-oxo-9-(1-(6-(prop-1-en-2-yl)pyridin-3-yl)ethyl)-3,4,7,8,9,10-hexahydropyrido[4',3':3,4]Pyrazolo[1,5-a]Pyrazine-2(1H)-carboxylic acid tert-butyl ester